4-((6aS,10aS,E)-7,7,10a-trimethyl-5,6,6a,7,8,9,10,10a-octahydro-2H-benzo[b]oxocin-4-yl)butan-2-one CC1(CCC[C@@]2(OC/C=C(\CC[C@H]21)/CCC(C)=O)C)C